N-{2-Chloro-3-[(4S)-1-(4,4-difluorocyclohexyl)-2-imino-4-methyl-6-oxohexahydropyrimidin-4-yl]phenyl}-3-cyanobenzamide hydrochloride Cl.ClC1=C(C=CC=C1[C@]1(NC(N(C(C1)=O)C1CCC(CC1)(F)F)=N)C)NC(C1=CC(=CC=C1)C#N)=O